CN1C(=NN=C1)CC1(COC1)C=1C=C(C=CC1)C1N(C2=C(OC13CNC3)C=CC=N2)C(=O)N (3-(3-((4-methyl-4H-1,2,4-triazol-3-yl)methyl)oxetan-3-yl)phenyl)spiro[azetidine-3,2'-pyrido[3,2-b][1,4]oxazine]-4'(3'H)-carboxamide